1'-(cyclobutylmethyl)-5-methyl-4'-oxo-1',4'-dihydro-[2,3'-bipyridine]-5'-carboxamide C1(CCC1)CN1C=C(C(C(=C1)C(=O)N)=O)C1=NC=C(C=C1)C